N-[1-[5-fluoro-2-[[1-[(2R)-2-methoxypropyl]pyrazol-4-yl]amino]pyrimidin-4-yl]-3-methyl-indol-5-yl]prop-2-enamide FC=1C(=NC(=NC1)NC=1C=NN(C1)C[C@@H](C)OC)N1C=C(C2=CC(=CC=C12)NC(C=C)=O)C